(S)-quinuclidin-3-yl (2,2-diethyl-5-(4-ethylphenyl)-2,3-dihydro-1H-inden-1-yl)carbamat C(C)C1(C(C2=CC=C(C=C2C1)C1=CC=C(C=C1)CC)NC(O[C@@H]1CN2CCC1CC2)=O)CC